(3E)-1-chloro-13,13-diethoxy-3-tridecene ClCC\C=C\CCCCCCCCC(OCC)OCC